NCCNC(=O)CO[C@H]1[C@@H](O[C@@H]([C@H]1O)CO)N1C=NC=2C(N)=NC=NC12 2'-O-[N-(aminoethyl)carbamoyl]methyladenosine